C(CCC)NCC1=C(C=CC=C1)C1=CC=C(S1)C(C)NC1=NC(=NC2=CC(=C(C=C12)OC)OC)C N-[1-(5-{2-[(butylamino)methyl]phenyl}thiophen-2-yl)ethyl]-6,7-dimethoxy-2-methylquinazolin-4-amine